FC1=CC=C(C=C1)SSC1=CC=C(C=C1)F bis(4-fluorophenyl) disulphide